acryloyloxypropyl-hexahydrophthalic acid C(C=C)(=O)OCCCC1(C(=O)O)C(C(=O)O)CCCC1